CN[C@H](C(=O)O)CC1=CC2=CC=CC=C2C=C1 (S)-2-(methylamino)-3-(naphthalen-2-yl)propanoic acid